C(C)(C)(C)P(C1=C(C2=CC=CC=C2C=C1)C1=CC=CC2=CC=CC=C12)C(C)(C)C 2-(di-tert-butylphosphino)-1,1-binaphthyl